sodium N-[5-(3-bromophenyl)-1,3,4-thiadiazol-2-yl]sulphonamide BrC=1C=C(C=CC1)C1=NN=C(S1)NS(=O)=O.[Na]